(6-((2-(2,6-Dioxopiperidin-3-yl)-1,3-dioxoisoindolin-4-yl)amino)hexyl)carbamic acid tert-butyl ester C(C)(C)(C)OC(NCCCCCCNC1=C2C(N(C(C2=CC=C1)=O)C1C(NC(CC1)=O)=O)=O)=O